2-[1-[2-chloro-4-[(2,6-dioxo-3-piperidyl)amino]phenyl]-4-hydroxy-4-piperidyl]acetic acid HCl salt Cl.ClC1=C(C=CC(=C1)NC1C(NC(CC1)=O)=O)N1CCC(CC1)(O)CC(=O)O